CN(C(=O)C1=NN(C=N1)C1=CC=C(C=C1)C)C1=CC=NC=C1 N-methyl-N-(pyridin-4-yl)-1-(p-tolyl)-1H-1,2,4-triazole-3-carboxamide